8-chloro-N-(4-isopropoxy-5-isopropyl-2-methylphenyl)quinolin-2-amine ClC=1C=CC=C2C=CC(=NC12)NC1=C(C=C(C(=C1)C(C)C)OC(C)C)C